C(C)(C)(C)OC(=O)N[C@H](C(=O)OC)CCC(C)F methyl (2S)-2-((tert-butoxycarbonyl)amino)-5-fluorohexanoate